ClC=1C(=C(OC2CN(CC2)C)C=C(C1)[N+](=O)[O-])C 3-(3-chloro-2-methyl-5-nitrophenoxy)-1-methylpyrrolidine